CC1=C(C=C(C=C1)C(F)(F)F)C1=CC(=C(N=N1)NC1C[C@@H]2[C@@H](CN(C2)CC2CCOCC2)C1)C(F)(F)F (3aR,5s,6aS)-N-(6-(2-methyl-5-(trifluoromethyl)phenyl)-4-(trifluoromethyl)pyridazin-3-yl)-2-((tetrahydro-2H-pyran-4-yl)methyl)octahydro-cyclopenta[c]pyrrol-5-amine